tert-butyl 3-[3-[3-[tert-butyl(diphenyl)silyl]oxypropyl]-6-chloro-5-fluoro-4-methyl-2,7-naphthyridin-1-yl]-3,8-diazabicyclo[3.2.1]octane-8-carboxylate [Si](C1=CC=CC=C1)(C1=CC=CC=C1)(C(C)(C)C)OCCCC=1N=C(C2=CN=C(C(=C2C1C)F)Cl)N1CC2CCC(C1)N2C(=O)OC(C)(C)C